N-(4-chloro-3-fluorophenyl)-5-(2-chloro-5-(isobutyrylaminomethyl)benzoylamino)-1-(2,2-difluoroethyl)-1H-indole-2-carboxamide ClC1=C(C=C(C=C1)NC(=O)C=1N(C2=CC=C(C=C2C1)NC(C1=C(C=CC(=C1)CNC(C(C)C)=O)Cl)=O)CC(F)F)F